(trifluoromethyl)-4,5-dihydrofuran-2-carboxylate FC(F)(F)OC(=O)C=1OCCC1